fluoroacetonide FCC([CH2-])=O